CS(=O)(=O)OCCCNC1=C2C(=NC(=C1)C1=CC=C(C=C1)C(N(CC)CC)=O)C=CS2 3-((5-(4-(diethylcarbamoyl)phenyl)thieno[3,2-b]pyridin-7-yl)amino)propyl methanesulfonate